ClC1=C(C(=O)O)C(=CC(=C1)C1=NC=NC(=C1)NCCN1C(=CC2=C(C=CC(=C12)F)OC)C)OCCC 2-Chloro-4-{6-[2-(7-fluoro-4-methoxy-2-methyl-indol-1-yl)-ethylamino]-pyrimidin-4-yl}-6-propoxy-benzoic acid